tris-(4-pyridylphenyl)amine N1=CC=C(C=C1)C1=C(C=CC=C1)N(C1=C(C=CC=C1)C1=CC=NC=C1)C1=C(C=CC=C1)C1=CC=NC=C1